9-(furan-2-yl)-6-isopropyl-10-methoxy-2-oxo-6,7-dihydro-2H-pyrido[2,1-a]phthalazine-3-carboxylic acid O1C(=CC=C1)C=1C=C2CN(N3C(C2=CC1OC)=CC(C(=C3)C(=O)O)=O)C(C)C